BrC1=CC=C2C(=N1)SC=N2 5-bromothiazolo[5,4-b]pyridine